O1C(COCC1)COC1=CC=C(C=C1)C1=CC=C(C=C1)C#C[C@@H](CO)N1C(=NC=C1)[C@H](C)O (2S)-4-(4'-((1,4-dioxan-2-yl)methoxy)-[1,1'-biphenyl]-4-yl)-2-(2-((S)-1-hydroxyethyl)-1H-imidazol-1-yl)but-3-yn-1-ol